N1=C(C=CC=C1)SS[C@H]1[C@@H](CC2=CC=CC=C2C1)O |r| trans-(2RS,3RS)-3-(pyridin-2-yl-dithio)-1,2,3,4-tetrahydronaphthalen-2-ol